O=C1N(C(C=C1)=O)CCCCCC(=O)NC=1C=CC(=C(C1)S(=O)(=O)O)C(=O)NN 5-(6-(2,5-dioxo-2,5-dihydro-1H-pyrrol-1-yl)hexanamido)-2-(hydrazinecarbonyl)benzenesulfonic Acid